dodecyl 3-((4-((2-((2-(4-(2-(4-((3-(dodecyloxy)-3-oxopropyl)thio)butanimidamido)ethyl)piperazin-1-yl)ethyl)amino)ethyl)amino)-4-iminobutyl)thio)propanoate C(CCCCCCCCCCC)OC(CCSCCCC(NCCN1CCN(CC1)CCNCCNC(CCCSCCC(=O)OCCCCCCCCCCCC)=N)=N)=O